BrC1=CC2=C(N=C(S2)N2C(C3C4C=CC(C3C2=O)C4)=O)C=C1 2-(6-bromobenzo[d]thiazol-2-yl)-3a,4,7,7a-tetrahydro-1H-4,7-methanoisoindole-1,3(2H)-dione